[(2S)-pyrrolidin-2-yl]methyl 2-[6-[5-(6-methyl-2-pyridyl)-1H-imidazol-4-yl]-3-quinolyl]pyridine-4-carboxylate CC1=CC=CC(=N1)C1=C(N=CN1)C=1C=C2C=C(C=NC2=CC1)C1=NC=CC(=C1)C(=O)OC[C@H]1NCCC1